C(C)(C)N(C(=O)C1=C(OC=2C(=NC=NC2)N2C[C@@H](CC2)CN2CCC3(CCN(CC3)S(=O)(=O)N3CCNCCC3)CC2)C=CC(=C1)F)C(C)C (S)-4-((9-((1-(5-(2-(diisopropylcarbamoyl)-4-fluorophenoxy)pyrimidine-4-yl)pyrrolidin-3-yl)methyl)-3,9-diazaspiro[5.5]undecane-3-yl)sulfonyl)-1,4-diazepane